O=C1N(C=NC2=CC=CC=C12)CCC1CCNCC1 4-oxo-3-[2-(4-piperidyl)ethyl]quinazoline